N-[(1R)-1-{6-[4-(2-hydroxyethyl)piperazin-1-yl]pyridin-2-yl}ethyl]propanamide OCCN1CCN(CC1)C1=CC=CC(=N1)[C@@H](C)NC(CC)=O